[N+](=O)([O-])[Co](Cl)Cl Nitrocobalt(III) chloride